dimethyl methylenebis(6-methoxy-3,1-phenylene) biscarbonate C(OC)(OC1=CC(=CC=C1OC)CC=1C=C(C(=CC1)OC)OC(OC)=O)=O